ClC1=C(C=C2CN(CC2=C1)C(CC[C@]1(NC(NC1=O)=O)C1CC1)=O)NC(C)=O (S)-N-(6-chloro-2-(3-(4-cyclopropyl-2,5-dioxoimidazolidin-4-yl)propionyl)isoindolin-5-yl)acetamide